ClC1=C(C=C(C(=C1)F)OC)C1=CC=2N(C(N(C(C2S1)=O)C=1C=NC=CC1C)=O)CCC#N 3-[6-(2-chloro-4-fluoro-5-methoxy-phenyl)-3-(4-methyl-3-pyridinyl)-2,4-dioxo-thieno[3,2-d]pyrimidin-1-yl]propionitrile